C(#N)C[C@@H]1N(CCN(C1)C=1C2=C(N=C(N1)Cl)C(=C(N=C2)Cl)C)C(=O)OCC2=CC=CC=C2 benzyl (2S)-2-(cyanomethyl)-4-(2,7-dichloro-8-methyl-pyrido[4,3-d]pyrimidin-4-yl)piperazine-1-carboxylate